tert-butyl 9-(4-amino-5-(3-fluorophenyl)-7-methyl-7H-pyrrolo[2,3-d]pyrimidin-6-yl)-3-azaspiro[5.5]undec-8-ene-3-carboxylate NC=1C2=C(N=CN1)N(C(=C2C2=CC(=CC=C2)F)C2=CCC1(CCN(CC1)C(=O)OC(C)(C)C)CC2)C